nicotinamide iron [Fe].C(C1=CN=CC=C1)(=O)N